ClC=1C=C2C(=CN=C(C2=CN1)N1C(CC1)C)CC(CO)(CO)C 2-((6-chloro-1-(2-methylazetidin-1-yl)-2,7-naphthyridin-4-yl)methyl)-2-methylpropan-1,3-diol